1,4-bis(1,3-dihydroxy-2-(hydroxymethyl)propan-2-yl)piperazine-2,5-dione OCC(CO)(CO)N1C(CN(C(C1)=O)C(CO)(CO)CO)=O